N-(3-(difluoromethyl)oxacyclobutan-3-yl)-2-methylpropan-2-sulfenamide FC(C1(COC1)NSC(C)(C)C)F